Cl.Cl.N1C=C(C2=NC=CC=C21)N 1H-pyrrolo[3,2-b]pyridin-3-amine dihydrochloride